C(C)(=O)C1=CC(=C(C=C1)NC(C(CC1=CC=CC=C1)N1OCN(OC1)C1=C(C=CC(=C1)Cl)N1N=NN=C1)=O)N N-(4-acetyl-2-aminophenyl)-2-(4-(5-chloro-2-(1H-tetrazol-1-yl)phenyl)-2,5-dioxapiperazin-1-yl)-3-phenylpropionamide